CN1C(C(=CCC1)C1=CC=2C(=NC=CC2NC=2C(=CC3=C(N=CS3)C2F)F)S1)C N-(2-(1,2-dimethyl-1,2,5,6-tetrahydropyridin-3-yl)thieno[2,3-b]pyridin-4-yl)-4,6-difluorobenzo[d]thiazol-5-amine